ClC=1C=C(C=CC1)C(C=O)(C)C 2-(3-chlorophenyl)-2-methylpropionaldehyde